ClC1=C(C=C(C=C1)NS(=O)(=O)CC)C1=CN(C(C2=CC=C(C=C12)F)=O)C N-[4-chloro-3-(6-fluoro-2-methyl-1-oxoisoquinolin-4-yl)phenyl]ethanesulfonamide